C1(CCCCC1)NCCC[Si](OCC)(OCC)OCC 3-cyclohexylamino-propyl-triethoxysilane